C(C)(C)C1=CC(=C(C(=O)N)C=C1)O 4-isopropyl-2-hydroxybenzamide